BrC=1C=C(C=2C(N(CC2C1)[C@@H](C)C(C)(C)C)=O)S(=O)(=O)Cl (S)-6-bromo-2-(3,3-dimethylbutan-2-yl)-3-oxoisoindoline-4-sulfonyl chloride